(+)-8-((1S,2S)-2-hydroxy-2-(methyl-d3)cyclopentyl)-6-(difluoromethyl-d)-2-((1-((methyl-d3)sulfonyl)piperidin-4-yl-3,3,5,5-d4)-amino)pyrido[2,3-d]pyrimidin-7(8H)-one O[C@@]1([C@H](CCC1)N1C(C(=CC2=C1N=C(N=C2)NC2C(CN(CC2([2H])[2H])S(=O)(=O)C([2H])([2H])[2H])([2H])[2H])C([2H])(F)F)=O)C([2H])([2H])[2H]